2-cyano-1-(5-((1-benzoyl)pyrrolidine-3-yl)pentyl)-3-(3-pyridinyl)guanidine C(#N)N=C(NCCCCCC1CN(CC1)C(C1=CC=CC=C1)=O)NC=1C=NC=CC1